1-ethyl-1H-indole-3-carbaldehyde C(C)N1C=C(C2=CC=CC=C12)C=O